(2S,4R)-1-((9,9-difluoro-9H-fluorene-3-carbonyl)glycyl)-4-(ethylsulfonyl)pyrrolidine-2-carboxylic acid FC1(C2=CC=CC=C2C=2C=C(C=CC12)C(=O)NCC(=O)N1[C@@H](C[C@H](C1)S(=O)(=O)CC)C(=O)O)F